FC1=C(OC2=NC=CC=C2C2=NC(=NC=C2)N[C@@H]2CN(C[C@@H](C2)C)C(=O)OCC2=CC=CC=C2)C=CC(=C1F)NS(=O)(=O)CC1=CC=CC=C1 Benzyl (3S,5R)-3-((4-(2-(2,3-difluoro-4-((phenylmethyl)sulfonamido)phenoxy)pyridin-3-yl)pyrimidin-2-yl)amino)-5-methylpiperidine-1-carboxylate